(3aR,6aS)-2-(3-(benzofuran-5-yl)-6-(3,3,3-trifluoropropyl)pyrazin-2-yl)octahydrocyclopenta[c]pyrrole-5-carboxylic acid O1C=CC2=C1C=CC(=C2)C=2C(=NC(=CN2)CCC(F)(F)F)N2C[C@@H]1[C@H](C2)CC(C1)C(=O)O